4-(4-chloro-2-(4-methyl-4H-1,2,4-triazol-3-yl)phenyl)picolinic acid ClC1=CC(=C(C=C1)C1=CC(=NC=C1)C(=O)O)C1=NN=CN1C